COCCN1C(N(C2=CC=C(C=C2C1=O)NC(=O)NC1=CC(=CC=C1)C(C)NC1=CC=C(C=C1)OC)CCN1CCCCC1)=O 1-(3-(2-methoxyethyl)-2,4-dioxo-1-(2-(piperidin-1-yl)ethyl)-1,2,3,4-tetrahydroquinazolin-6-yl)-3-(3-(1-((4-methoxyphenyl)amino)ethyl)phenyl)urea